NCCN1CCN(CC1)C(=O)OC(C)(C)C Tert-butyl 4-(2-aminoethyl)-piperazine-1-carboxylate